5-(4-benzylphenyl)-7-((trans)-4-(4-methylpiperazin-1-yl)cyclohexyl)-7H-pyrrolo[2,3-d]pyrimidin-4-amine C(C1=CC=CC=C1)C1=CC=C(C=C1)C1=CN(C=2N=CN=C(C21)N)[C@@H]2CC[C@H](CC2)N2CCN(CC2)C